[N+](=O)([O-])C=1C=CC2=C(C(=CC(O2)=O)NC2=CC=C(C=C2)C=2C(=C(C=CC2)S(=O)(=O)N)C(F)(F)F)C1 (4-((6-nitro-2-oxo-2H-benzopyran-4-yl)amino)phenyl)-2-(trifluoromethyl)benzenesulfonamide